BrC1=CC=C(O1)/C=C(/C=C(C#N)C#N)\C 2-[(E)-3-(5-bromo-furan-2-yl)-2-methyl-allylidene]-malononitrile